2-(3-methoxy-4-((5-(thiophen-2-yl)-1,3,4-oxadiazol-2-yl)carbamoyl)phenoxy)-2-methylpropanoic acid COC=1C=C(OC(C(=O)O)(C)C)C=CC1C(NC=1OC(=NN1)C=1SC=CC1)=O